2-(3-cyano-4,6-bis(trifluoromethyl)pyridin-2-ylamino)-N-(4-fluorophenyl)-N-(2,2,2-trifluoroethyl)acetamide C(#N)C=1C(=NC(=CC1C(F)(F)F)C(F)(F)F)NCC(=O)N(CC(F)(F)F)C1=CC=C(C=C1)F